(2,3-dihydro-1-benzofuran-5-yl)methylamine O1CCC2=C1C=CC(=C2)CN